CC=1C=C(C=2N(C(C=C(N2)C2=CC=NC=C2)=O)C1)[C@@H](C)NC1=C(C(=O)N)C=CC=C1 |o1:18| rel-2-{[(1R)-1-[7-methyl-4-oxo-2-(pyridin-4-yl)pyrido[1,2-a]pyrimidin-9-yl]ethyl]amino}benzamide